2,2-diethyl-6,6-dimethylpiperidine C(C)C1(NC(CCC1)(C)C)CC